glucaric acid 3-hydroxypropionate OC(C(=O)O[C@H]([C@H](C(=O)O)O)[C@H](O)[C@H](O)C(=O)O)C